5-Benzyloxy-2-methyl-benzofuran-3-carboxylic acid ethyl ester C(C)OC(=O)C1=C(OC2=C1C=C(C=C2)OCC2=CC=CC=C2)C